(R)-2-Methyl-N4-(1-methyl-3-((3,3,3-trifluoropropyl)carbamoyl)-1H-pyrazol-5-yl)-N1-((S)-11-oxo-2,3,10,11-tetrahydro-1H,5H-benzo[d]pyrazolo[1,2-a][1,2]diazepin-10-yl)succinamide C[C@@H](C(=O)N[C@H]1C2=C(CN3N(C1=O)CCC3)C=CC=C2)CC(=O)NC2=CC(=NN2C)C(NCCC(F)(F)F)=O